NCCCN1CCN(CC1)CCCN N,N'-di(aminopropyl)-piperazine